propyl-1H-1,2,4-triazole C(CC)N1N=CN=C1